(S)-4-ethyl-8-fluoro-4-hydroxy-11-(4-hydroxybutyl)-1,12-dihydro-14H-pyrano[3',4':6,7]indolizino[2,1-b]quinoline-3,6,14(4H,11H)-trione C(C)[C@]1(C(OCC=2C(N3CC=4N(C5=CC=C(C=C5C(C4C3=CC21)=O)F)CCCCO)=O)=O)O